FC1=C(C=CC=C1)N1C(C=CC1=O)=O N-(2-fluorophenyl)-maleimide